2-(3-acetyl-5-(pyridin-3-ylamino)-1H-indazol-1-yl)-N-(2-((2'-chloro-2-fluoro-[1,1'-biphenyl]-3-yl)amino)-2-oxoethyl)-N-cyclopropylacetamide C(C)(=O)C1=NN(C2=CC=C(C=C12)NC=1C=NC=CC1)CC(=O)N(C1CC1)CC(=O)NC=1C(=C(C=CC1)C1=C(C=CC=C1)Cl)F